2-[(2,4-dimethoxyphenyl)methyl]-5-fluoro-2,3-dihydro-1H-isoindol-1-one COC1=C(C=CC(=C1)OC)CN1C(C2=CC=C(C=C2C1)F)=O